2-(4-(4-methyl-1H-pyrazol-1-yl)piperidin-1-yl)benzo[d]thiazole-6-carboxylic acid CC=1C=NN(C1)C1CCN(CC1)C=1SC2=C(N1)C=CC(=C2)C(=O)O